[Ti+4].C(CC)[NH+](C)C propyl-dimethyl-ammonium titanium